C1(=CC=CC=C1)N(C(=O)N1C[C@H](N(CC1)C(=O)N1C2=CC=CC=C2SC=2C=CC=CC12)C(=O)O)C1=CC=CC=C1 (S)-4-(diphenylcarbamoyl)-1-(10H-phenothiazine-10-carbonyl)piperazine-2-carboxylic acid